FC1=C(C=C(C=C1)C1(NC2=CC=C(C=C2N=C1NC1=CC(=C(C=C1)F)C(F)(F)F)[N+](=O)[O-])N)C(F)(F)F 2,N3-bis(4-fluoro-3-(trifluoromethyl)phenyl)-6-nitroquinoxaline-2,3-diamine